C(C)OCC1=CC=C(C=N1)CNC(N(C)CC1CCN(CC1)CC(=O)C1=CC=C(C=C1)F)=O 3-((6-(ethoxymethyl)pyridin-3-yl)methyl)-1-((1-(2-(4-fluorophenyl)-2-oxoethyl)piperidin-4-yl)methyl)-1-methylurea